N4-methyl-5'-(trifluoromethyl)[2,3'-bipyridine]-4,5,6-triamine CNC1=CC(=NC(=C1N)N)C=1C=NC=C(C1)C(F)(F)F